COCCC1=CC=C(C=C1)C1=CN=C(N1)C1N(CCCC1)CC(C)SC 1-(2-(5-(4-(2-methoxyethyl)phenyl)-1H-imidazol-2-yl)piperidin-1-yl)-2-(methylthio)propan